methyl (S)-5-((2-chlorobenzyl)oxy)-2-(6-fluoro-benzo[d]oxazol-2-yl)-6-methoxy-1,2,3,4-tetrahydroisoquinoline-3-carboxylate ClC1=C(COC2=C3C[C@H](N(CC3=CC=C2OC)C=2OC3=C(N2)C=CC(=C3)F)C(=O)OC)C=CC=C1